trans-4-(6-(Dimethylamino)pyridin-3-yl)cyclohexanecarbaldehyde CN(C1=CC=C(C=N1)[C@@H]1CC[C@H](CC1)C=O)C